C(#N)C=1C(=NC(=CC1C(F)(F)F)C(F)(F)F)N1[C@@H](CC1)C(=O)N(C)C1=CC=C(C=C1)F (S)-1-(3-cyano-4,6-bis(trifluoro-methyl)-pyridin-2-yl)-N-(4-fluoro-phenyl)-N-methylazetidine-2-carboxamide